2-(trifluoromethyl)dibenzo[b,f][1,4]oxazepin-11(10H)-one FC(C=1C=CC2=C(C(NC3=C(O2)C=CC=C3)=O)C1)(F)F